4-chloro-6,8-dimethoxyquinazoline ClC1=NC=NC2=C(C=C(C=C12)OC)OC